S(=O)(=O)(OC)C1=CC=C([N+](=O)[O-])C=C1 methyl nosylate